4-vinyl-1H-1,2,3-triazole C(=C)C=1N=NNC1